CC1N(CCCC1)CC1=CC=CC=C1 2-methyl-1-benzylpiperidine